C(C)(C)C=1C(=NNC1C=1C=C(C=2N(C1)N=CN2)OC)C=2SC(=C(N2)C)N2[C@@H](CN(CC2)CCS(=O)(=O)C)C (R)-2-(4-isopropyl-5-(8-methoxy-[1,2,4]triazolo[1,5-a]pyridin-6-yl)-1H-pyrazol-3-yl)-4-methyl-5-(2-methyl-4-(2-(methylsulfonyl)ethyl)piperazin-1-yl)thiazole